N-(5-(((2S,4R)-4-((6-methoxypyrimidin-4-yl)oxy)-2-methylpyrrolidin-1-yl-4-d)methyl)thiazol-2-yl)acetamide COC1=CC(=NC=N1)O[C@@]1(C[C@@H](N(C1)CC1=CN=C(S1)NC(C)=O)C)[2H]